isooctyl-2,4-Dichlorophenoxyacetic acid C(CCCCC(C)C)C(C(=O)O)OC1=C(C=C(C=C1)Cl)Cl